NC1=C(C(=C(C=C1)C1=CC(=CC=C1)O)N)O diamino-3,3'-dihydroxy-biphenyl